NC=1C(=C(C=NC1)C=1C=C2C=C(N=CC2=CN1)NC1=NN2CC(N(CCC2=C1)C(C)C)=O)C 2-((6-(5-amino-4-methylpyridin-3-yl)-2,7-naphthyridin-3-yl)amino)-6-isopropyl-5,6-dihydro-4H-pyrazolo[1,5-d][1,4]diazepin-7(8H)-one